2-(4-quinolinyl)-2-methyl-4-acetoxy-5-amino-3(2H)-furanone N1=CC=C(C2=CC=CC=C12)C1(OC(=C(C1=O)OC(C)=O)N)C